ClC1=C(C=C(C=C1)C=1SC=C2N=CN(C(C21)=O)CC(N2CC(CC2)C(F)(F)F)=O)F 5-(4-chloro-3-fluorophenyl)-3-(2-oxo-2-(3-(trifluoromethyl)pyrrolidin-1-yl)ethyl)thieno[3,4-d]pyrimidin-4(3H)-one